C(C1=CC=CC=C1)OCCN1N=CC(=C1C(=O)NC1=C(C=C(C=C1)Br)F)C 1-(2-(Benzyloxy)ethyl)-N-(2-fluoro-4-bromophenyl)-4-methyl-1H-pyrazole-5-carboxamide